C(C)(CC)C(C(=O)[O-])(C(=O)[O-])C.[Ca+2] calcium 2-(sec-butyl)-2-methylpropanedioate